2-Methyl-1-(octahydro-7,7a-dimethyl-1H-inden-1-yl)-propan-1-ol CC(C(O)C1CCC2CCCC(C12C)C)C